(1S,3s)-1-methyl-3-((R)-4-methyl-3-((S)-1,1,1-trifluoro-2-hydroxypropan-2-yl)-4,5-dihydro-6H-isoxazolo[5,4-e]indazol-6-yl)cyclobutane CC1CC(C1)N1N=CC=2C3=C([C@@H](CC12)C)C(=NO3)[C@](C(F)(F)F)(C)O